ClC1=C(C=O)C(=CC=C1)Cl 2,6-dichloro-benzaldehyde